ClC1=CC(=C(C[C@@H]2CN(CCO2)C(=O)OC(C)(C)C)C(=C1)C1=NC=NN2C1=CC(=C2)CN2C(N(C=CC2=O)C)=O)C tert-butyl (R)-2-(4-chloro-2-methyl-6-(6-((3-methyl-2,6-dioxo-3,6-dihydropyrimidin-1(2H)-yl)methyl)pyrrolo[2,1-f][1,2,4]triazin-4-yl)benzyl)morpholine-4-carboxylate